C(CCCCCCC)(=O)OC=1C2=CC=CC=C2C(=C2C=CC=CC12)OC(CCCCCCC)=O 9,10-dioctanoyloxyanthracene